3-(5-(2-ethyl-4-(oxetan-3-yl)piperazin-1-yl)pyridin-2-ylamino)-1-methyl-5-(4,4,5,5-tetramethyl-1,3,2-dioxaborolan-2-yl)pyridin-2(1H)-one C(C)C1N(CCN(C1)C1COC1)C=1C=CC(=NC1)NC=1C(N(C=C(C1)B1OC(C(O1)(C)C)(C)C)C)=O